[C@@H]12N(C[C@@H](NC1)C2)C(C(C)(C)OC2=CC(=CC=C2)C2CN(CCC2)C(=O)C=2C=C(C=CC2)C2=CC(=C(C=C2)F)F)=O ((1S,4S)-2,5-diazabicyclo[2.2.1]heptan-2-yl)-2-(3-(1-(3',4'-difluoro-[1,1'-biphenyl]-3-carbonyl)piperidin-3-yl)phenoxy)-2-methylpropan-1-one